C(=C)C1(C(C=2C1=CC=CC2)[SiH2]OC2(C(C=1C2=C(C=CC1)C)(C)C)C)C=C Divinyltetramethylsiloxanebisbenzocyclobutene